1-(2-chloroethyl)-3-methylimidazolium chloride [Cl-].ClCCN1C=[N+](C=C1)C